Chlorotrimethylsilan Cl[Si](C)(C)C